(R)-2-((1-(3-cyano-2-((cyclopropylmethyl)amino)-7-methyl-4-oxo-4H-pyrido[1,2-a]pyrimidin-9-yl)ethyl)amino)benzoic acid C(#N)C1=C(N=C2N(C1=O)C=C(C=C2[C@@H](C)NC2=C(C(=O)O)C=CC=C2)C)NCC2CC2